C1(NC(C=2C=C3C(=CC12)C=CC=C3)=N)=N benzo[f]isoindole-1,3(2H)-diimine